ClC=1C=C(C(=O)N2CC=3C(=NN4C3C(N(C[C@H]4C(=O)NC)C(C)C=4C=NC(=CC4)C(F)F)=O)C[C@H]2C)C=CC1Cl (3R,7S)-2-(3,4-dichlorobenzoyl)-9-(1-(6-(difluoromethyl)pyridin-3-yl)ethyl)-N,3-dimethyl-10-oxo-1,2,3,4,7,8,9,10-octahydropyrido[4',3':3,4]pyrazolo[1,5-a]pyrazine-7-carboxamide